BrC1=C(C(=C(C#N)C(=C1)NC=1C(=NC=NC1C)C(C)C)F)Cl 4-bromo-3-chloro-2-fluoro-6-((4-isopropyl-6-methylpyrimidin-5-yl)amino)benzonitrile